[O-]S(=O)(=O)C(F)(F)F.CC=1NC=C[N+]1CCCCCCCC methyl-3-n-octylimidazolium triflate